O=C1NN=C(C(N1)=O)C(=O)O 3,5-dioxo-2,3,4,5-tetrahydro-1,2,4-Triazine-6-carboxylic acid